(R)-N-(5-chloro-4-(4,5,6,7-tetrahydropyrazolo[1,5-a]pyridin-3-yl)pyridin-2-yl)piperidine-3-carboxamide ClC=1C(=CC(=NC1)NC(=O)[C@H]1CNCCC1)C=1C=NN2C1CCCC2